(6-bromo-7-methoxyimidazo[1,2-a]pyrimidin-2-yl)((3S,4S)-4-(3,4-dihydroisoquinolin-2(1H)-yl)-3-hydroxypiperidin-1-yl)methanone BrC=1C(=NC=2N(C1)C=C(N2)C(=O)N2C[C@@H]([C@H](CC2)N2CC1=CC=CC=C1CC2)O)OC